ClCC1=NC2=CC(=CC(=C2C(N1)=O)F)OCC1CC1 2-(chloromethyl)-7-(cyclopropylmethoxy)-5-fluoroquinazolin-4(3H)-one